FC=1C=CC2=C(C1)C(OC=1CN(CC(C12)=O)C(=O)OC(C)(C)C)=O tert-butyl 8-fluoro-1,6-dioxo-1,2,4,6-tetrahydro-3H-isochromeno[3,4-c]pyridine-3-carboxylate